C(=O)C=1C=C(C=CC1C(=O)OC)N1CCC(CC1)C(=O)OCCCC butyl 1-(3-formyl-4-(methoxycarbonyl)phenyl)piperidine-4-carboxylate